C12CC(CC(CC1)O2)CN2CCC1(C(N(C(N1CC)=O)C1=CC=C(C=C1)Cl)=O)CC2 8-(8-oxabicyclo[3.2.1]oct-3-ylmethyl)-3-(4-chlorophenyl)-1-ethyl-1,3,8-triazaspiro[4.5]decane-2,4-dione